C(=O)(OCC1C2=CC=CC=C2C2=CC=CC=C12)N1C=2C(C(=O)OC1=O)=CC=CC2 N-Fmoc-isatoic anhydride